C1(=CC(=CC=C1)C1=NN(C(=C1CC1=CC=C(C=C1)S(N)(=O)=O)C1CC1)C=1SC=C(N1)C(=O)O)C1=CC=CC=C1 2-(3-([1,1'-biphenyl]-3-yl)-5-cyclopropyl-4-(4-sulfamoylbenzyl)-1H-pyrazol-1-yl)thiazole-4-carboxylic acid